COC1=CC=CC2=C1CC[C@H]1N(C2=O)C[C@@H](CC1)C1=NC(=NO1)C=1NC=C(C1)C |r| (±)-cis-10-methoxy-3-[3-(4-methyl-1H-pyrrol-2-yl)-1,2,4-oxadiazol-5-yl]-1,3,4,11,12,12a-hexahydropyrido[1,2-b][2]benzazepin-6(2H)-one